6-{2H,4H,5H,6H-pyrrolo[3,4-c]pyrazole-2-sulfonyl}-1,3-benzothiazole N=1N(C=C2C1CNC2)S(=O)(=O)C2=CC1=C(N=CS1)C=C2